N-[6-(5-chloro-1,3-benzoxazol-2-yl)spiro[3.3]heptane-2-yl]-5-(trifluoromethylthio)furan-2-carboxamide ClC=1C=CC2=C(N=C(O2)C2CC3(CC(C3)NC(=O)C=3OC(=CC3)SC(F)(F)F)C2)C1